IC=1C=C(NC1)C=O 4-IODO-1H-PYRROLE-2-CARBALDEHYDE